2-(3-chlorophenyl)-1-(4-chlorophenyl)-2-methylpropyl (3-cyclohexyl-1-((4-(cyclopropylamino)-3,4-dioxo-1-(2-oxopyrrolidin-3-yl)butan-2-yl)amino)-1-oxopropan-2-yl)carbamate C1(CCCCC1)CC(C(=O)NC(CC1C(NCC1)=O)C(C(=O)NC1CC1)=O)NC(OC(C(C)(C)C1=CC(=CC=C1)Cl)C1=CC=C(C=C1)Cl)=O